COCCO[AlH]OCCOC bis(2-methoxyethoxy)aluminium hydride